N1C[C@@H](CCC1)NC=1N=NC(=C2C1C=NC=C2)C2=C(C=C(C=C2)C(F)(F)F)O 2-(4-{[(3R)-piperidin-3-yl]amino}pyrido[3,4-d]pyridazin-1-yl)-5-(trifluoromethyl)phenol